(M)-6-chloro-7-(2-fluorophenyl)-1-(4-methyl-2-(2-propanyl)-3-pyridinyl)-4-((1-(2-propenoyl)-3-pyrrolidinyl)oxy)pyrido[2,3-d]pyrimidin-2(1H)-one ClC1=CC2=C(N(C(N=C2OC2CN(CC2)C(C=C)=O)=O)C=2C(=NC=CC2C)C(C)C)N=C1C1=C(C=CC=C1)F